COCCC1=CC=C(C=C1)B(O)O (4-(2-methoxyethyl)phenyl)boronic acid